C(C)(C)(C)OC(=O)NNC(=O)OC(C)(C)C N,N'-di-tert-butyloxycarbonyl-hydrazine